FC1=C(C=C(C=C1)[C@H](C)NC(=O)C=1C(=NC2=C(N=C(C=C2C1N1CCN[C@H](CC1)C)C)C1CC1)OC)OC N-[(S)-1-(4-fluoro-3-methoxyphenyl)ethyl]-4-[(S)-5-methyl-1,4-diazepan-1-yl]-8-cyclopropyl-2-methoxy-6-methyl-1,7-diaza-3-naphthamide